N-(4-(6-((1-(2-chloro-4-(1,2,4-oxadiazol-3-yl)benzyl)-4-hydroxypiperidin-4-yl)methyl)-2-methyl-7-oxo-6,7-dihydro-2H-pyrazolo[4,3-d]pyrimidin-3-yl)benzyl)carboxamide ClC1=C(CN2CCC(CC2)(O)CN2C=NC=3C(C2=O)=NN(C3C3=CC=C(CNC=O)C=C3)C)C=CC(=C1)C1=NOC=N1